1-Methyl-2-oxo-4-[4-(pyridin-3-yl)piperidin-1-yl]-1,2-dihydro-quinoline-3-carbonitrile CN1C(C(=C(C2=CC=CC=C12)N1CCC(CC1)C=1C=NC=CC1)C#N)=O